2-((5-aminohexyl)amino)-4-chloro-N-(6-cyclopropyl-5-methylpyridin-2-yl)benzamide NC(CCCCNC1=C(C(=O)NC2=NC(=C(C=C2)C)C2CC2)C=CC(=C1)Cl)C